4-Amino-8-[2-fluoro-5-(3-pyridylmethoxy)phenyl]-2-oxo-N-propyl-1H-quinoline-3-carboxamide NC1=C(C(NC2=C(C=CC=C12)C1=C(C=CC(=C1)OCC=1C=NC=CC1)F)=O)C(=O)NCCC